diborylamine BNB